(S)-3-((trifluoromethoxy)methyl)-1-(4-(trifluoromethyl)benzyl)piperazine FC(OC[C@@H]1CN(CCN1)CC1=CC=C(C=C1)C(F)(F)F)(F)F